4-(4-(2-(3-chlorophenyl)acetyl)-3,4-Dihydro-2H-pyrido[4,3-b][1,4]oxazin-8-yl)benzonitrile ClC=1C=C(C=CC1)CC(=O)N1C2=C(OCC1)C(=CN=C2)C2=CC=C(C#N)C=C2